C(C)(C)(C)OC(=O)N1[C@H]([C@H](C1)OC=1C=CC(=NC1)C(=O)OC)C methyl 5-(((2S,3S)-1-(tert-butoxycarbonyl)-2-methylazetidin-3-yl)oxy)picolinate